C(C(O)C)(=O)OCCCCCCCCCCCC lauryl alcohol lactate